ClC=1C=C2C(=NNC2=CC1OCCOC)C1=CC(=NO1)C1=CC=C(C=C1)C(=O)N1CCN(CC1)C1COC1 (4-{5-[5-Chloro-6-(2-methoxy-ethoxy)-1H-indazol-3-yl]-isoxazol-3-yl}-phenyl)-(4-oxetan-3-yl-piperazin-1-yl)-methanone